p-ethoxyiodobenzene CCOC1=CC=C(C=C1)I